C(#C)C=1C=C(C(=O)NC2=CC(=C(C=C2)CN2CCN(CC2)C)C(F)(F)F)C=CC1C 3-ethynyl-4-methyl-N-(4-((4-methyl-piperazin-1-yl)methyl)-3-(trifluoromethyl)phenyl)benzamide